N-(beta-aminoethyl)-alpha-aminoethyltripropoxysilane NCCNC(C)[Si](OCCC)(OCCC)OCCC